triazatetracyclo[7.7.0.02,7.011,15]hexadeca-1(9),7,10,15-tetraen C1=2N3NNCCC3=CC2C=C2CCCC2=C1